6-(2,6-difluoro-4-(2-methyl-2H-indazol-4-yl)benzyl)-N-((3R,4S)-3-hydroxytetrahydro-2H-pyran-4-yl)-5-oxo-5,6-dihydro-1,6-naphthyridine-8-carboxamide FC1=C(CN2C(C=3C=CC=NC3C(=C2)C(=O)N[C@@H]2[C@H](COCC2)O)=O)C(=CC(=C1)C=1C2=CN(N=C2C=CC1)C)F